N1(C=NC=C1)C=1N=C(C2=C(N1)C=CN2)C(=O)NC2CCOCC2 2-(1H-Imidazol-1-yl)-N-(tetrahydro-2H-pyran-4-yl)-5H-pyrrolo[3,2-d]pyrimidine-4-carboxamide